NC1=NC=2C=NC(=CC2C2=C1COC2)C(=O)N2[C@H](CSCC2)C2=CC=C(C=C2)C(F)(F)F (4-amino-1,3-dihydrofuro[3,4-c][1,7]naphthyridin-8-yl)((3S)-3-(4-(trifluoromethyl)phenyl)-4-thiomorpholinyl)methanone